C(CCCCCCC)OC1=CC=C(C=C1)C1=CC=CC=C1 4'-(octyloxy)-[1,1'-biphenyl]